COC1=CC=C(C=C1)N1NC(=CC1C1=C(C(=CC=C1)OC)OC)C=CC1=C(C(=CC=C1)OC)OC 1-(4-methoxyphenyl)-3-(2,3-dimethoxystyryl)-5-(2,3-dimethoxyphenyl)-pyrazoline